4,4'-(propane-2,2-diylbis(benzo[d]oxazol-5,2-diyl))diphenol CC(C)(C=1C=CC2=C(N=C(O2)C2=CC=C(C=C2)O)C1)C=1C=CC2=C(N=C(O2)C2=CC=C(C=C2)O)C1